2-cyano-3,5-dimethyl-1-tosyl-1H-indole-7-sulfonyl chloride C(#N)C=1N(C2=C(C=C(C=C2C1C)C)S(=O)(=O)Cl)S(=O)(=O)C1=CC=C(C)C=C1